S=CCC(C=C)=O oxathiahexadien-4-one